5-[(2-fluorophenyl)methyl]-7-hexyl-5H,6H,7H,8H,9H,10H-cyclohepta[b]indole-4-carboxylic acid FC1=C(C=CC=C1)CN1C2=C(C3=CC=CC(=C13)C(=O)O)CCCC(C2)CCCCCC